Cl.ClCCC(C)N (2-chloroethyl)ethan-1-amine hydrochloride